O\N=C(\CC(=O)C1=CC(=CC=C1)[N+](=O)[O-])/NC=1C=C2C=NN(C2=CC1)C1OCCCC1 (Z)-N'-hydroxy-3-(3-nitrophenyl)-3-oxo-N-(1-(tetrahydro-2H-pyran-2-yl)-1H-indazol-5-yl)propanimidamide